ClC=1C=C(C(=O)NC2CC23CCN(CC3)CCC3CCOCC3)C=C(C1)Cl 3,5-dichloro-N-(6-(2-(tetrahydro-2H-pyran-4-yl)ethyl)-6-azaspiro[2.5]oct-1-yl)benzamide